2-amino-N-(5-chloro-6-(2-(methyl-d3)phenyl)pyridin-2-yl)pyridine-4-sulfonamide NC1=NC=CC(=C1)S(=O)(=O)NC1=NC(=C(C=C1)Cl)C1=C(C=CC=C1)C([2H])([2H])[2H]